6-(4-fluorophenyl)-8-methoxy-N-[(1R)-1-[2-(trifluoromethyl)-pyrimidin-5-yl]ethyl]quinazolin-4-amine FC1=CC=C(C=C1)C=1C=C2C(=NC=NC2=C(C1)OC)N[C@H](C)C=1C=NC(=NC1)C(F)(F)F